(E)-6,7-dihydroquinolin-8(5H)-one oxime N1=CC=CC=2CCC\C(\C12)=N/O